4-(1-(2-Chloro-4-(((2-(methylsulfonyl)ethyl)amino)methyl)phenyl)-1H-pyrazol-4-yl)-2-((1-(methylsulfonyl)piperidin-4-yl)amino)pyrimidine-5-carbonitrile ClC1=C(C=CC(=C1)CNCCS(=O)(=O)C)N1N=CC(=C1)C1=NC(=NC=C1C#N)NC1CCN(CC1)S(=O)(=O)C